tert-Butyl N-(3-ethyl-5-methyl-isoxazol-4-yl)carbamate C(C)C1=NOC(=C1NC(OC(C)(C)C)=O)C